1-(naphthalen-2-yl)-2-(phenylseleno)ethan-1-one tert-butyl-N-[(1R,5S)-8-benzyl-8-azabicyclo[3.2.1]octan-3-yl]-N-cyclopropyl-carbamate C(C)(C)(C)OC(N(C1CC1)C1C[C@H]2CC[C@@H](C1)N2CC2=CC=CC=C2)=O.C2=C(C=CC1=CC=CC=C21)C(C[Se]C2=CC=CC=C2)=O